4-((2-hydroxyethyl)sulfonamido)-2-(6-azaspiro[2.5]octan-6-yl)-N-(5-(2,2,2-trifluoroethyl)-4,5,6,7-tetrahydropyrazolo[1,5-a]pyrazin-3-yl)benzamide OCCS(=O)(=O)NC1=CC(=C(C(=O)NC=2C=NN3C2CN(CC3)CC(F)(F)F)C=C1)N1CCC3(CC3)CC1